O(C#N)C1=C(C2=CC=CC=C2C=C1)OC#N dicyanatonaphthalene